N,N-dioctyl-3α,12α-bis(4-trifluoroacetylbenzoxy)-5β-cholan-24-amide C(CCCCCCC)N(C(CC[C@@H](C)[C@H]1CC[C@H]2[C@@H]3CC[C@@H]4C[C@@H](CC[C@]4(C)[C@H]3C[C@@H]([C@]12C)OCC1=CC=C(C=C1)C(C(F)(F)F)=O)OCC1=CC=C(C=C1)C(C(F)(F)F)=O)=O)CCCCCCCC